FC(C(C)CCC)(F)F 2-(trifluoromethyl)pentane